2-[4-[7-(8-chloro-1-naphthyl)-2-[[(2S)-1-methylpyrrolidin-2-yl]methoxy]-6,8-dihydro-5H-pyrido[3,4-d]pyrimidine-4-yl]piperazin-2-yl]acetonitrile ClC=1C=CC=C2C=CC=C(C12)N1CC=2N=C(N=C(C2CC1)N1CC(NCC1)CC#N)OC[C@H]1N(CCC1)C